BrCCCCCCOC(CCC(OC\C=C\CCC)OC\C=C\CCC)=O 4,4-bis(((E)-hex-2-en-1-yl)oxy)butanoic acid 6-bromohexyl ester